5-(benzofuran-3-yl)benzoic acid O1C=C(C2=C1C=CC=C2)C=2C=CC=C(C(=O)O)C2